CC(C(=O)NC1=NC(=CC=C1)C(=O)C1CCN(CC1)C)(C)C 2,2-Dimethyl-N-[6-(1-methylpiperidin-4-carbonyl)-pyridin-2-yl]-propionamid